BrC=1N=C2N(C1)C1(CC2)CC1 bromo-6',7'-dihydrospiro[cyclopropane-1,5'-pyrrolo[1,2-a]imidazole]